N-[[5-(hydroxymethyl)-8-[4-(trifluoromethoxy)phenyl]-6-quinolinyl]methyl]-N-methyl-prop-2-enamide OCC1=C2C=CC=NC2=C(C=C1CN(C(C=C)=O)C)C1=CC=C(C=C1)OC(F)(F)F